CS(=O)(=O)C1=CC2=C(N(C(=N2)NC=2SC3=C(N2)C=CC(=C3)OC(F)(F)F)C)C=C1 (5-Methanesulfonyl-1-methyl-1H-benzoimidazol-2-yl)-(6-trifluoromethoxy-benzothiazol-2-yl)-amine